5,6-bis-phenoxy-1,3-diiminoisoindoline O(C1=CC=CC=C1)C=1C=C2C(NC(C2=CC1OC1=CC=CC=C1)=N)=N